C(C)(=O)N1[C@H](CC(C1)C1=CC(=C(C=C1)OC(F)F)OC([2H])([2H])[2H])C(=O)NCC=1C(=NC=CC1)C(=O)N(C)C1=CC=C(C=C1)F (((2R)-1-acetyl-4-(4-(difluoromethoxy)-3-methoxy-d3-phenyl)pyrrolidine-2-carboxamido)methyl)-N-(4-fluorophenyl)-N-methylpyridineamide